ClC1=CC=C(C=C1)[C@H](C(F)(F)F)NS(=O)(=O)C=1N=C2N(C=CN=C2)C1 (R)-N-(1-(4-chlorophenyl)-2,2,2-trifluoroethyl)imidazo[1,2-a]pyrazine-2-sulfonamide